BrC1=C(C(=O)O)C=C(C=C1)OCC1=CC=C(C=C1)C 2-bromo-5-((4-methylbenzyl)oxy)benzoic acid